OC1=CC=C2CN(C(C2=C1)=O)N1C(NC(CC1)=O)=O (6-hydroxy-1-oxoisoindolin-2-yl)dihydropyrimidine-2,4(1h,3h)-dione